C(C)OC1=C(C=C2CCN([C@H](C2=C1)CCC1=CNC2=CC=C(C=C12)O)C=O)OC (S)-7-ethoxy-1-(2-(5-hydroxy-1H-indol-3-yl)ethyl)-6-methoxy-3,4-dihydroisoquinoline-2(1H)-formaldehyde